COCCN1C[C@H]([C@@H](C1)C1=CC=CC=C1)NC(NC1=C2C(=NN1C1=CC=CC=C1)CN(C2)C(=O)OC(C)(C)C)=O tert-butyl 3-(3-((3s,4r)-1-(2-methoxyethyl)-4-phenylpyrrolidin-3-yl) ureido)-2-phenyl-4,6-dihydropyrrolo[3,4-c]pyrazole-5(2H)-carboxylate